t-Butyl (R)-3-formylpyrrolidine-1-carboxylate C(=O)[C@H]1CN(CC1)C(=O)OC(C)(C)C